C(CCCC)OOCCCCC amylperoxid